C1(NCC(N1)=O)=O.[Mn] manganese azasuccinimide